C(C)C1(COC1)COCCC[Si](OC)(OC)OC 3-[(3-ethyl-3-oxetanyl)methoxy]propyltrimethoxysilane